CC(CCO)CC(CCCCCC)C 3,5-dimethylundecanol